BrC=1C=C2C=NNC2=C(C1)C#N 5-bromo-1H-indazole-7-carbonitrile